3-(pyridin-4-yl)-5-(pyrimidin-2-yl)thieno[3,2-b]pyridine N1=CC=C(C=C1)C1=CSC=2C1=NC(=CC2)C2=NC=CC=N2